Cl.N[C@@H](CO)C1=CC=C(C=C1)C1=C(N=CS1)C (2R)-2-amino-2-[4-(4-methyl-1,3-thiazol-5-yl)phenyl]ethan-1-ol hydrochloride